CN(C1CCCC1)CC[C@@H]1CC[C@@H](CC1)C1=C(C=C(C=C1)F)Cl N-Methyl-1-({2-[(cis)-4-(2-chloro-4-fluorophenyl)-cyclohexyl]ethyl}amino)cyclopentan